C(C)OC1=CC(=NC=C1)NC(=O)C1=C(C(=C(C=C1)C1=NN2C(NC3=C(CC2)C=CC=C3)=C1C(=O)N)F)C 2-(4-((4-ethoxypyridin-2-yl)carbamoyl)-2-fluoro-3-methylphenyl)-9,10-dihydro-4H-benzo[d]pyrazolo[1,5-a][1,3]diazepine-3-carboxamide